2,2'-bitolyl C=1(C(=CC=CC1)C=1C(=CC=CC1)C)C